FC1=C(C(=CC=C1)F)C=1NC2=C(C3=C(N1)C=C(C=C3)C(=O)O)NN=C2 5-(2,6-difluorophenyl)-1,4-dihydrobenzo[d]Pyrazolo[3,4-f][1,3]Diazepine-8-carboxylic acid